4-[4-Bromo-3-hydroxy-6-(4-trifluoromethyl-benzyl)-pyridin-2-yl]-4-oxo-butyric acid ethyl ester C(C)OC(CCC(=O)C1=NC(=CC(=C1O)Br)CC1=CC=C(C=C1)C(F)(F)F)=O